C(C1=CC=CC=C1)N(C(=S)SSCCCSSC(N(CC1=CC=CC=C1)CC1=CC=CC=C1)=S)CC1=CC=CC=C1 1,3-bis(N,N'-dibenzylthiocarbamoyldithio)propane